(2R,6R)-4-(7-cyanopyrazolo[1,5-a]pyridin-4-yl)-6-methyl-N-[4-(piperazine-1-carbonyl)phenyl]morpholine-2-carboxamide C(#N)C1=CC=C(C=2N1N=CC2)N2C[C@@H](O[C@@H](C2)C)C(=O)NC2=CC=C(C=C2)C(=O)N2CCNCC2